C(C)(=O)C1=C(C=C(C=C1)Cl)C1=CC(N(C=C1OC)C(C(=O)NC1=C(C=C(C(=O)O)C=C1)F)CC1=CC=CC=C1)=O 4-(2-(4-(2-acetyl-5-chlorophenyl)-5-methoxy-2-oxopyridin-1(2H)-yl)-3-phenylpropionylamino)-3-fluorobenzoic acid